C(C)(C)(C)OC(NC1CCC(CC1)(C(C(F)(F)F)(F)F)O)=O (4-hydroxy-4-(perfluoroethyl)cyclohexyl)carbamic acid tert-butyl ester